2'-(2-hydroxy-7,7-dimethyl-1'H,7H-spiro[furo[3,4-b]pyridine-5,4'-piperidin]-1'-yl)-1,3-dihydro-4'H-spiro[indene-2,5'-[1,3]oxazol]-4'-one OC1=CC=C2C(=N1)C(OC21CCN(CC1)C=1OC2(C(N1)=O)CC1=CC=CC=C1C2)(C)C